ethyl 6-bromo-3-methyl-4-oxo-3,4-dihydropyrrolo[2,1-f][1,2,4]triazine-2-carboxylate BrC=1C=C2C(N(C(=NN2C1)C(=O)OCC)C)=O